5-chloro-4-methyl-3-nitro-2-(prop-1-en-2-yl)pyridine ClC=1C(=C(C(=NC1)C(=C)C)[N+](=O)[O-])C